C(C)N1C=NC(=C1)C1=CC(=NN1CCCO)C 3-[5-(1-ethyl-1H-imidazol-4-yl)-3-methyl-1H-pyrazol-1-yl]propan-1-ol